Cl.C1(CCCCC1)CNCC1=CC=CC=C1 N-(cyclohexylmethyl)benzylamine hydrochloride